C(=C)C(CCC=C(C)C)(C)OC(CC1=CC=CC=C1)=O phenylacetic acid-1-vinyl-1,5-dimethyl-4-hexenyl ester